O=C(C(=O)[O-])CCC(=O)[O-].[Mg+2] magnesium α-ketoglutarate